CC1(CC(C=2C=C3N(C=4C=CC=CC4N(C3C3=CC=CC=C3)C(=O)OC(C)(C)C)C2C1)=O)C tert-butyl 10,10-dimethyl-8-oxo-6-phenyl-8,9,10,11-tetrahydroindolo[1,2-a]quinoxaline-5(6H)-carboxylate